C(C)(C)(C)OC(=O)NCC=1C(=NOC1C1=CC=C(C=N1)O[C@@H]1C[C@H](CCC1)C(=O)OCC)C (1S,3S)-Ethyl 3-((6-(4-(((tert-butoxycarbonyl)amino)methyl)-3-methylisoxazol-5-yl)pyridin-3-yl)oxy)cyclohexanecarboxylate